ClC1=CC(=C(C=C1Cl)C(C(F)F)C1CCN(CC1)C(=O)OC(C)(C)C)OC tert-butyl 4-[1-(4,5-dichloro-2-methoxyphenyl)-2,2-difluoroethyl]piperidine-1-carboxylate